O1C2=C(OCC1)C=C(C=C2)C(=O)NC=2C=C(C(=NC2)C)NC(=O)C=2C=C1C=CNC1=CC2 N-(5-(2,3-Dihydrobenzo[b][1,4]dioxine-6-carboxamido)-2-methylpyridin-3-yl)-1H-indole-5-carboxamide